3-[3-(9-tetrahydropyran-2-ylpurin-6-yl)-2-pyridyl]benzene-1,3-diamine O1C(CCCC1)N1C2=NC=NC(=C2N=C1)C=1C(=NC=CC1)C1(CC(=CC=C1)N)N